(R)-1-((7-chloro-2-(2-chloro-2'-methyl-3'-(4,5,6,7-tetrahydrothiazolo[5,4-c]pyridin-2-yl)-[1,1'-biphenyl]-3-yl)benzo[d]oxazol-5-yl)methyl)pyrrolidine-3-carboxylic acid ClC1=CC(=CC=2N=C(OC21)C=2C(=C(C=CC2)C2=C(C(=CC=C2)C=2SC=1CNCCC1N2)C)Cl)CN2C[C@@H](CC2)C(=O)O